methyl (S)-2-((tert-butoxycarbonyl)amino)-4-(2-((tertbutoxycarbonyl)amino)pyridin-4-yl)butanoate C(C)(C)(C)OC(=O)N[C@H](C(=O)OC)CCC1=CC(=NC=C1)NC(=O)OC(C)(C)C